N-(2-hydroxyethyl)-N-methyl-piperidine-4-amide OCCN(C(=O)C1CCNCC1)C